ClC1=CC(=C(COC2=CC=CC(=N2)C2=C(C=C(CC3=NC4=C(N3CC3OCC3)C=C(C=C4)C(=O)O)C=C2)F)C=C1)F 2-(4-(6-((4-chloro-2-fluorobenzyl)oxy)pyridin-2-yl)-3-fluorobenzyl)-1-(oxetan-2-ylmethyl)-1H-benzo[d]imidazole-6-carboxylic acid